N1=C(SC2=C1C=1CCOC1C=C2)N2C(N[C@@H](C[C@@H]2C#CC)C)=O (4R,6R)-1-(7,8-dihydrobenzofuro[4,5-d]thiazol-2-yl)-4-methyl-6-(prop-1-yn-1-yl)tetrahydropyrimidine-2(1H)-one